(E)-3-(4-iodophenyl)but-2-enoic acid methyl ester COC(\C=C(/C)\C1=CC=C(C=C1)I)=O